C(C)OC=1C=C(C=2N(C1)N=C1C2C=NN1)C=1C=CC(=NC1)N1C[C@H]([C@H](CC1)NC(CC(C)C)=O)O N-((3R,4S)-1-(5-(6-ethoxy-1H-pyrazolo[3',4':3,4]pyrazolo[1,5-a]pyridin-4-yl)pyridin-2-yl)-3-hydroxypiperidin-4-yl)-3-methylbutanamide